4-chloro-N-(prop-2-en-1-yl)benzamide ClC1=CC=C(C(=O)NCC=C)C=C1